C1(=CC=CC=C1)[C@@H](C)C1(CCCC=2C3=CC(=CC=C3NC12)C1=C2C=CC=NC2=CC=C1)N ((R)-1-Phenylethyl)-6-(quinolin-5-yl)-2,3,4,9-tetrahydro-1H-carbazol-1-amine